C1(=CC=CC=C1)C(CCCCCCCCC(=O)O)C 10-Phenyl-undecanoic acid